1-((trans)-3-((6-(1-methyl-1H-pyrazol-4-yl)pyrazolo[1,5-a]pyrazin-4-yl)oxy)-6-azabicyclo[3.2.1]octan-6-yl)prop-2-en-1-one CN1N=CC(=C1)C=1N=C(C=2N(C1)N=CC2)OC2CC1CN(C(C2)C1)C(C=C)=O